4-[3-(4-amino-2-chloro-phenyl)-1,4-oxazepan-4-yl]-6-methyl-pyrimidin-2-amine NC1=CC(=C(C=C1)C1COCCCN1C1=NC(=NC(=C1)C)N)Cl